BrCCOCCOCC1=CC=CC=C1 2-(2-Bromoethoxy)ethoxymethylbenzene